BrC1=CC=C2C=CC3(CCN(CC3)C3CCOCC3)C2=C1 6-bromo-1'-(tetrahydro-2H-pyran-4-yl)spiro[indene-1,4'-piperidine]